C(C)(C)C1=NC(=C2N=CN(C2=N1)C(C)C)NC=1N=CN(C1)C1=CC(=C(C(=C1)OC)OC)OC 2,9-diisopropyl-N-(1-(3,4,5-trimethoxyphenyl)-1H-imidazol-4-yl)-9H-purin-6-amine